FC1(OC2=C(O1)C=CC(=C2)N2CC(C(C=1C(=CC(=CC21)F)C(=O)OCC)=O)C2=NC=NN2C)F ethyl (2,2-difluorobenzo[d][1,3]dioxol-5-yl)-7-fluoro-3-(1-methyl-1H-1,2,4-triazol-5-yl)-4-oxo-1,2,3,4-tetrahydroquinoline-5-carboxylate